The molecule is an epoxy fatty acid that is 9,10-epoxyoctadecanoic acid (9,10-epoxystearic acid) carrying an additional hydroxy substituent at position 17. It is an epoxy fatty acid, a hydroxyoctadecanoic acid and an (omega-1)-hydroxy fatty acid. It derives from a 9,10-epoxyoctadecanoic acid. It is a conjugate acid of a 9,10-epoxy-17-hydroxyoctadecanoate. CC(CCCCCCC1C(O1)CCCCCCCC(=O)O)O